ClC1=CC(=C(C(=N1)C(F)F)C)N1CC(C1)N1CCN(CC1)C(=O)OC(C)(C)C tert-Butyl 4-(1-(6-chloro-2-(difluoromethyl)-3-methylpyridin-4-yl)azetidin-3-yl)piperazine-1-carboxylate